4-(aminomethyl)-1-(7,8-dihydrobenzofuro[4,5-d]thiazol-2-yl)-5-(prop-1-yn-1-yl)imidazolidin-2-one NCC1NC(N(C1C#CC)C=1SC2=C(N1)C=1CCOC1C=C2)=O